3-fluoro-4-(4-methyl-1-piperazinyl)aniline Tert-butyl-(R)-3-((((E)-4-aminobut-2-en-1-yl)((S)-5,6,7,8-tetrahydroquinolin-8-yl)amino)methyl)-3,4-dihydroisoquinoline-2(1H)-carboxylate C(C)(C)(C)OC(=O)N1CC2=CC=CC=C2C[C@@H]1CN([C@H]1CCCC=2C=CC=NC12)C\C=C\CN.FC=1C=C(N)C=CC1N1CCN(CC1)C